ClC1=CC=C2C(N3N(C2=C1)CCC=CC3)=O 3-Chloro-7,10-dihydro-6H,12H-[1,2]diazepino[1,2-a]indazol-12-one